N1CC(C1)N(C=1C=C(C(=O)N[C@H](C)C2=CC=CC3=CC=CC=C23)C(=CN1)C)C (R)-2-(azetidin-3-yl(methyl)amino)-5-methyl-N-(1-(naphthalen-1-yl)ethyl)isonicotinamide